FC1=CC(=C(C=C1)C1=CC(=CC=C1)C=1OC2=C(N1)C=C(C=C2OC)CO)C2=NN=CN2C (2-(4'-fluoro-2'-(4-methyl-4H-1,2,4-triazol-3-yl)-[1,1'-biphenyl]-3-yl)-7-methoxybenzo[d]oxazol-5-yl)methanol